BrC1=C(C(=C(S1)NC(=O)OC(C)(C)C)C(=O)OC)C1=CC=CC=C1 Methyl 5-bromo-2-((tert-butoxycarbonyl)amino)-4-phenylthiophene-3-carboxylate